(S)-4-(2-Amino-3-(3-(4-methyl-2-oxopiperazin-1-yl)phenyl)propionamido)benzoic acid N[C@H](C(=O)NC1=CC=C(C(=O)O)C=C1)CC1=CC(=CC=C1)N1C(CN(CC1)C)=O